O[C@H](COC=1C=C(C=CC1)S(=O)(=O)N)CN[C@H]1COC2(C1)CCN(CC2)S(=O)(=O)C=2C=C1C(=NC2)NC=C1C 3-((S)-2-hydroxy-3-((R)-8-(3-methyl-1H-pyrrolo[2,3-b]pyridin-5-ylsulfonyl)-1-oxa-8-azaspiro[4.5]decan-3-ylamino)propoxy)benzenesulfonamide